5-ethyl-1-(pyridin-3-yl)-1H-pyrazole-4-carboxylic acid C(C)C1=C(C=NN1C=1C=NC=CC1)C(=O)O